[H-].[Te-2].[Na+] sodium telluride hydride